CC1=CC(=C(C(=O)O)C=C1)OC(F)(F)F 4-methyl-2-(trifluoromethoxy)benzoic acid